Diethyl 4-[[tert-butyl(diphenyl)silyl]oxymethyl]-1-methyl-5,7-dihydrocyclopenta[c]pyridine-6,6-dicarboxylate [Si](C1=CC=CC=C1)(C1=CC=CC=C1)(C(C)(C)C)OCC=1C2=C(C(=NC1)C)CC(C2)(C(=O)OCC)C(=O)OCC